2-Chloro-6-(3-methyl-1H-1,2,4-triazol-1-yl)pyridine ClC1=NC(=CC=C1)N1N=C(N=C1)C